COCCNC(C1=CC(=CC=C1)CN1C2=C(C=C3N(C(C=4C=CC=C1C34)=O)C)C=CC=N2)=O N-(2-methoxyethyl)-3-((1-methyl-2-oxo-1,2-dihydro-6H-pyrido[3',2':6,7]azepino[4,3,2-cd]isoindol-6-yl)methyl)benzamide